O=C1NCCC12CCN(CC2)C2=CC=C(C=N2)NC(=N)N 1-(6-(1-oxo-2,8-diazaspiro[4.5]decan-8-yl)pyridin-3-yl)guanidine